O1[C@H](COCC1)CN1N=C2C3=C(CCC2=C1)OC(=C3C(F)(F)F)C(=O)NCCC=3C=NC=CC3 2-[(2S)-1,4-dioxan-2-ylmethyl]-N-[2-(pyridin-3-yl)ethyl]-8-(trifluoromethyl)-4,5-dihydro-2H-furo[2,3-g]indazole-7-carboxamide